FC(C1=CC(=C2C(=N1)NN=C2)C=2C(=NN1C2COC(C1)(C)C)C1=NC=C(C=C1)F)F 3-[6-(difluoromethyl)-1H-pyrazolo[3,4-b]pyridin-4-yl]-2-(5-fluoro-2-pyridinyl)-6,6-dimethyl-4,7-dihydropyrazolo[5,1-c][1,4]oxazine